CN1C(N(C(C2=C1OC(C(=C2)NC(C2=CC=CC=C2)=O)=O)=O)C)=O N-(1,3-dimethyl-2,4,7-trioxopyrano[2,3-d]pyrimidin-6-yl)benzamide